FC1=CC2=C(N=C(O2)NC=2OC3=C(N2)C=C(C=C3)F)C=C1C(=O)OC methyl 6-fluoro-2-(5-fluoro-1,3-benzoxazol-2-ylamino)-1,3-benzoxazole-5-carboxylate